CN(C1=CC=C(C=C1)/C=C/C(=O)C1=CC=C(C=C1)N1[NH2+]OC(=C1)O)C (E)-3-[4-(Dimethylamino)phenyl]-1-[4-(5-hydroxy-2H-oxadiazol-2-ium-3-yl)phenyl]prop-2-en-1-one